1-(5-tert-butyl-isoxazol-3-yl)-3-[4-(6-methoxy-purin-7-yl)-phenyl]-urea C(C)(C)(C)C1=CC(=NO1)NC(=O)NC1=CC=C(C=C1)N1C=NC2=NC=NC(=C12)OC